ClC=1C(=NC(=NC1)NC1=C(C=C(C=C1)C1CCNCC1)OC)NC1=C(C#N)C(=CC=C1)OCC1=C(C=CC=C1)F 2-((5-chloro-2-((2-methoxy-4-(piperidin-4-yl)phenyl)amino)pyrimidin-4-yl)amino)-6-((2-fluorobenzyl)oxy)benzonitrile